3-(5-((4-(4-(5,7-dimethoxy-4-oxo-3,4-dihydroquinazolin-2-yl)phenyl)piperazin-1-yl)methyl)-1-oxoisoindolin-2-yl)piperidine-2,6-dione COC1=C2C(NC(=NC2=CC(=C1)OC)C1=CC=C(C=C1)N1CCN(CC1)CC=1C=C2CN(C(C2=CC1)=O)C1C(NC(CC1)=O)=O)=O